N1NC(C2=CC=C3C(=C12)C=CC=C3)=O 1,2-dihydro-3H-benzo[g]indazol-3-one